2-((tert-butyldimethylsilyloxy)ethyl)pyrrolidine-3-carbonitrile [Si](C)(C)(C(C)(C)C)OCCC1NCCC1C#N